3-[(3-[18F]fluorotetradecyl)sulfanyl]propanoic acid [18F]C(CCSCCC(=O)O)CCCCCCCCCCC